methyl 2-(7-bromo-4-(difluoromethoxy)-1-oxophthalazin-2(1H)-yl)acetate BrC1=CC=C2C(=NN(C(C2=C1)=O)CC(=O)OC)OC(F)F